(4R)-7-Chloro-4-ethyl-3,4-dihydro-2H-pyrido[2,3-b][1,4,5]oxathiazepine 1,1-dioxide ClC=1C=CC2=C(O[C@@H](CNS2(=O)=O)CC)N1